ClC=1C=C(C(=NC1)C=O)C 5-CHLORO-3-METHYLPYRIDINE-2-CARBOXALDEHYDE